3,4-di(naphthalen-2-yl)-1-propyl-1H-pyrrole-2,5-dione C1=C(C=CC2=CC=CC=C12)C=1C(N(C(C1C1=CC2=CC=CC=C2C=C1)=O)CCC)=O